2-ISOPROPOXY-6-METHOXYPHENYLBORONIC ACID C(C)(C)OC1=C(C(=CC=C1)OC)B(O)O